BrC1=C(C=CC(=C1OC)OC)F 2-Bromo-1-fluoro-3,4-dimethoxybenzene